C(C)(C)(C)OC(N[C@H](CO)CC(C)C)=O (S)-(1-hydroxy-4-methylpentane-2-yl)carbamic acid tert-butyl ester